tert-butyl 2,5,8,11,14,17,20-heptaoxatricosan-23-oate COCCOCCOCCOCCOCCOCCOCCC(=O)OC(C)(C)C